N1[C@@H](C[C@@H](C1)C(=O)OC)C(=O)OC Dimethyl (2S,4S)-pyrrolidine-2,4-dicarboxylate